Tert-butyl N-(cyclopropylmethyl)-N-[4-[4-[[1-(3-formylphenyl)-3-(trifluoromethyl)pyrazol-4-yl]carbamoyl]oxazol-2-yl]-2-pyridyl]carbamate C1(CC1)CN(C(OC(C)(C)C)=O)C1=NC=CC(=C1)C=1OC=C(N1)C(NC=1C(=NN(C1)C1=CC(=CC=C1)C=O)C(F)(F)F)=O